(m-tolyl)octahydro-1H-pyrrolo[3,2-b]pyridine-2-carboxamide C1(=CC(=CC=C1)N1C(CC2NCCCC21)C(=O)N)C